NC1=NC(=NC(=C1NCC(C)(O)C)N)C=1C=C2C(N(C1)CC1=C(C=CC=C1)F)=CN=C2F ((4,6-diamino-2-(5-fluoro-1-(2-fluorobenzyl)-1H-pyrrolo[3,4-b]pyridin-3-yl)pyrimidin-5-yl)amino)-2-methylpropan-2-ol